6-((2-((tert-Butyldiphenylsilyl)oxy)ethyl)amino)-11-((N-(3-hexylundecanoyl)-N-methylglycyl)oxy)undecyl 3-hexylundecanoate C(CCCCC)C(CC(=O)OCCCCCC(CCCCCOC(CN(C)C(CC(CCCCCCCC)CCCCCC)=O)=O)NCCO[Si](C1=CC=CC=C1)(C1=CC=CC=C1)C(C)(C)C)CCCCCCCC